C(C)(C)(C)OC(=O)N1CC2(C1)CC(C2)CN2C(C=C(C=C2)C(=C)C(F)(F)F)=O 6-[[2-oxo-4-[1-(trifluoromethyl)vinyl]-1-pyridinyl]methyl]-2-azaspiro[3.3]heptane-2-carboxylic acid tert-butyl ester